FC=1C=C2C(=C(NC2=C(C1)F)C1=CC=C(C=C1)F)CCN(C)C 2-[5,7-difluoro-2-(4-fluorophenyl)-1H-indol-3-yl]-N,N-dimethyl-ethylamine